COC=1C=CC(=NC1OC)N1CCC2(C(N3[C@H](O2)CC[C@H]3C3=CC=CC=C3)=O)CC1 (5'S,7a'R)-1-(5,6-dimethoxypyridin-2-yl)-5'-phenyltetrahydro-3'H-spiro[piperidine-4,2'-pyrrolo[2,1-b][1,3]oxazol]-3'-one